C(C)(C)(C)OC(NC1=NC(=CC=C1)COCCC1=CC(=C(C(=C1)C1=NC=CC=N1)OC)NC1=C(N=NC(=C1)Cl)C(NC)=O)=O tert-Butyl(6-((2-(3-((6-chloro-3-(methylcarbamoyl)pyridazin-4-yl)amino)-4-methoxy-5-(pyrimidine-2-yl)phenyl)ethoxy)methyl)pyridin-2-yl)carbamate